O=C1C(=CC(C2=CC=CC=C12)=O)NC1=CC=C(C=C1)C=1C(=C(C(=O)N)C=C(C1)[N+](=O)[O-])F (4-((1,4-dioxo-1,4-dihydronaphthalen-2-yl)amino)phenyl)-2-fluoro-5-nitrobenzamide